O1N=CC=2C1=NSC2 isoxazolo[5,4-c]isothiazole